7-(5-chloro-2-(((1S,3R,4S,5R)-4-hydroxy-6,8-dioxabicyclo[3.2.1]octan-3-yl)amino)pyrimidin-4-yl)-2-(((3S,5S)-3,5-dimethylmorpholino)methyl)-1-isopropyl-3-methylquinolin-4(1H)-one ClC=1C(=NC(=NC1)N[C@@H]1C[C@H]2CO[C@@H]([C@H]1O)O2)C2=CC=C1C(C(=C(N(C1=C2)C(C)C)CN2[C@H](COC[C@@H]2C)C)C)=O